Sodium (Z)-4-(N-((4-amino-2-methylpyrimidin-5-yl)methyl)formamido)-3-sulfidopent-3-en-1-yl phosphate P(=O)(OCC/C(=C(\C)/N(C=O)CC=1C(=NC(=NC1)C)N)/[S-])([O-])[O-].[Na+].[Na+].[Na+]